(2-methoxyphenyl)methanone COC1=C(C=CC=C1)C=O